methyl (S)-8-(2-chloro-4-methylphenyl)-9-(4-((1-(3-fluoropropyl)pyrrolidin-3-yl)oxy)phenyl)-6,7-dihydro-5H-benzo[7]annulene-3-carboxylate ClC1=C(C=CC(=C1)C)C=1CCCC2=C(C1C1=CC=C(C=C1)O[C@@H]1CN(CC1)CCCF)C=CC(=C2)C(=O)OC